BrC1=NC=CC(=C1)NCC=1N=C2N(C=C(C=C2N2CCN(CC2)CCOC)C2CC2)C1 2-bromo-N-((6-cyclopropyl-8-(4-(2-methoxyethyl)piperazin-1-yl)imidazo[1,2-a]pyridin-2-yl)methyl)pyridin-4-amine